CC1=CC=C(C=C1)C1=NC=CC=C1 2-(p-methylphenyl)pyridine